C1(CC1)C=1OC(=NN1)N1[C@H](C2=C(CC1)NC=N2)C2=NN1C(C(=CC=C1)C1CC1)=C2 (R)-2-cyclopropyl-5-(4-(4-cyclopropylpyrazolo[1,5-a]pyridin-2-yl)-1,4,6,7-tetrahydro-5H-imidazo[4,5-c]pyridin-5-yl)-1,3,4-oxadiazole